FC1=C2C=CN(C2=C(C=C1)C)C1=CC(=CC=C1)N1CCC(CC1)(C)OC 4-fluoro-N-(3-(4-methoxy-4-methylpiperidin-1-yl)phenyl)-7-methyl-1H-indole